N-(1,3-dihydroisobenzofuran-5-yl)-benzamide C1OCC2=CC(=CC=C12)NC(C1=CC=CC=C1)=O